FC1(CCC(CC1)C1=NC=CC(=C1NC(=O)[C@@H]1OC[C@@](CC1)(C)OC)C1=C(C=CC(=C1)F)F)F trans-N-(2-(4,4-difluorocyclohexyl)-4-(2,5-difluorophenyl)pyridin-3-yl)-5-methoxy-5-methyltetrahydro-2H-pyran-2-carboxamide